ClC1=C(C(=O)N(CCN2CCNCC2)C)C=CC(=C1)NC=1C=2N(C=CN1)C(=CN2)C2=C(C(=C(C=C2)OCC#N)F)F 2-Chloro-4-[[3-[4-(cyanomethoxy)-2,3-difluoro-phenyl]imidazo[1,2-a]pyrazin-8-yl]amino]-N-methyl-N-(2-piperazin-1-ylethyl)benzamide